N-carbamoyl-2-methyl-1H-imidazole hydrochloride Cl.C(N)(=O)N1C(=NC=C1)C